N1NCN=C1 2,3-dihydro-1H-1,2,4-triazole